CC1=CC=CC2=NC(N=C21)=O methyl-2-oxo-benzimidazol